4-(2-(3-fluoro-7-methoxy-1-methyl-9H-pyrido[3,4-b]indol-9-yl)ethyl)piperazine-1-carboxylic acid tert-butyl ester C(C)(C)(C)OC(=O)N1CCN(CC1)CCN1C2=C(C3=CC=C(C=C13)OC)C=C(N=C2C)F